O1CCN(CC1)C1=C(C=C2CN(C(C2=C1)=O)C[C@H]1COCC1)NC(=O)C=1C=NN2C1N=CC=C2 N-[6-morpholino-1-oxo-2-[[(3S)-tetrahydrofuran-3-yl]methyl]isoindolin-5-yl]pyrazolo[1,5-a]pyrimidine-3-carboxamide